N-glycidyl-4,5-dimethylphthalimide C(C1CO1)N1C(C=2C(C1=O)=CC(=C(C2)C)C)=O